O=C1N(CC2=CC(=CC=C12)O[C@H]1[C@@H](CCCC1)N1CC(C1)C1=CC(=NC=C1)C(F)(F)F)C1C(NC(CC1)=O)=O 3-(1-oxo-5-(((1R,2R)-2-(3-(2-(trifluoromethyl)pyridin-4-yl)azetidin-1-yl)cyclohex-yl)oxy)isoindolin-2-yl)piperidine-2,6-dione